di(phenylpropyl)benzene C1(=CC=CC=C1)CCCC1=C(C=CC=C1)CCCC1=CC=CC=C1